ClC1=CC(=C(C=N1)C(=O)O)OC 6-chloro-4-methoxypyridine-3-carboxylic acid